ClC1=CC(=C(C=C1)C1=C(C=CC=C1)C=1N=C2N(C=CC(=C2)C(=O)O)C1C#N)F 2-(4'-chloro-2'-fluoro-[1,1'-biphenyl]-2-yl)-3-cyanoimidazo[1,2-a]pyridine-7-carboxylic acid